1-(7-(8-ethynyl-7-fluoro-3-hydroxynaphthalen-1-yl)-8-fluoro-2-(((2R,7aS)-2-fluorotetrahydro-1H-pyrrolizin-7a(5H)-yl)methoxy)pyrido[4,3-d]pyrimidin-4-yl)piperidine-4-carboxylic acid C(#C)C=1C(=CC=C2C=C(C=C(C12)C1=C(C=2N=C(N=C(C2C=N1)N1CCC(CC1)C(=O)O)OC[C@]12CCCN2C[C@@H](C1)F)F)O)F